CCCCCCCC/C=C\CCCCCCCCCC(=O)OC[C@H](COP(=O)(O)OC[C@H](CO)O)OC(=O)CCCCCCC/C=C\CCCC 1-(11Z-eicosenoyl)-2-(9Z-tetradecenoyl)-glycero-3-phospho-(1'-sn-glycerol)